C(C(C)C)C=1C=CC(=C(C1)N1CCN(CC1)CC=1N(N=CC1)C)C=1N=NNN1 1-[5-isobutyl-2-(2H-tetrazol-5-yl)phenyl]-4-[(2-methylpyrazol-3-yl)methyl]piperazine